C(C)(C)(C)OC(NCCOP(=O)(C=C)OCC)=O (2-((Ethoxy(vinyl)phosphoryl)oxy)ethyl)carbamic acid tert-butyl ester